tert-butyl 6-[4-[2-[3-[3-amino-6-(2-hydroxyphenyl)pyridazin-4-yl]-3,8-diazabicyclo[3.2.1]octan-8-yl]pyrimidin-5-yl]-1-piperidyl]-2-azaspiro[3.3]heptane-2-carboxylate NC=1N=NC(=CC1N1CC2CCC(C1)N2C2=NC=C(C=N2)C2CCN(CC2)C2CC1(CN(C1)C(=O)OC(C)(C)C)C2)C2=C(C=CC=C2)O